FC(C1=CC=C(C=C1)N1N=NC(=C1COC1=NC=2CCN(CC2C=C1)C(=O)OC(C)(C)C)C)F tert-butyl 2-((1-(4-(difluoromethyl)phenyl)-4-methyl-1H-1,2,3-triazol-5-yl)methoxy)-7,8-dihydro-1,6-naphthyridine-6(5H)-carboxylate